[OH-].C[N+](C1=CC(=CC(=C1)C)C)(C)C trimethyl-(3,5-dimethylphenyl)-ammonium hydroxide